C1=CN(C2=NC=NC(=C21)NO)C3C(C(C(O3)CO)O)O n-Hydroxy-7-pentofuranosyl-7h-pyrrolo[2,3-d]pyrimidin-4-amine